1-(3-bromopyridin-4-yl)cyclopentanecarbonitrile BrC=1C=NC=CC1C1(CCCC1)C#N